1-(2-methoxyethyl)indazole-4-carboxylic Acid COCCN1N=CC=2C(=CC=CC12)C(=O)O